FC=1C=C(C=C(C1)F)C1=C(N=C2N1N=CC(=C2C(=C)C)C(=O)O)C 3-(3,5-difluorophenyl)-2-methyl-8-(prop-1-en-2-yl)imidazo[1,2-b]Pyridazine-7-carboxylic acid